4-(6-((2-methoxy-4-(trifluoromethyl)benzyl)seleno)pyridin-2-yl)piperidin COC1=C(C[Se]C2=CC=CC(=N2)C2CCNCC2)C=CC(=C1)C(F)(F)F